N[C@]1([C@@H](CC[C@H](C1)CCB(O)O)CN1CCC(CC1)(C)C)C(=O)O |r| rac-(1R,2S,5R)-1-amino-5-(2-boronoethyl)-2-((4,4-dimethylpiperidin-1-yl)methyl)cyclohexanecarboxylic acid